4-(3-methoxy-2,6-dimethylphenyl)-1-methyl-pyrazolo[3,4-b]pyridine-6-carboxamide COC=1C(=C(C(=CC1)C)C1=C2C(=NC(=C1)C(=O)N)N(N=C2)C)C